N1(N=NC2=C1C=CC=C2)CO benzotriazole-1-methanol